2-{[(5-chloroquinolin-8-yl)oxy]methyl}-N-cyclobutyl-1,3-oxazole-4-carboxamide ClC1=C2C=CC=NC2=C(C=C1)OCC=1OC=C(N1)C(=O)NC1CCC1